chloro-N-(6-chloro-5-fluoro-2-methoxypyridin-3-yl)-N-(methoxymethyl)-1H-indole-3-sulfonamide ClN1C=C(C2=CC=CC=C12)S(=O)(=O)N(COC)C=1C(=NC(=C(C1)F)Cl)OC